3-(6-(4-chlorobenzyloxy)naphthalen-2-yl)-1-isopropyl-1H-pyrazolo[3,4-d]pyrimidin-4-amine ClC1=CC=C(COC=2C=C3C=CC(=CC3=CC2)C2=NN(C3=NC=NC(=C32)N)C(C)C)C=C1